CC1=CC=CC(=N1)C1=C(N=CN1)C=1C=C2C=C(C=NC2=CC1)C1CCC(CC1)N 4-[6-[5-(6-methyl-2-pyridyl)-1H-imidazol-4-yl]-3-quinolyl]cyclohexanamine